C1(CC1)NC(C([C@H](CCC(C)(F)F)NC(=O)[C@@H]1[C@H]2C(C[C@H]2CN1C([C@H](C(C)(C)C)NC(OC)=O)=O)(C)C)=O)=O Methyl ((S)-1-((1R,2S,5R)-2-(((S)-1-(cyclopropylamino)-6,6-difluoro-1,2-dioxoheptan-3-yl)carbamoyl)-7,7-dimethyl-3-azabicyclo[3.2.0]heptan-3-yl)-3,3-dimethyl-1-oxobutan-2-yl)carbamate